(5aR,6S,7S,8R,8aS)-3-chloro-7-((dimethylamino)methyl)-6-phenyl-5a-(4-(trifluoromethyl)phenyl)-5a,6,7,8-tetrahydro-8aH-cyclopenta(4,5)furo[3,2-b]pyridine-8,8a-diol ClC=1C=C2C(=NC1)[C@]1([C@@](O2)([C@@H]([C@H]([C@H]1O)CN(C)C)C1=CC=CC=C1)C1=CC=C(C=C1)C(F)(F)F)O